13-[1-(2,2-difluoroethyl)pyrazol-4-yl]-8-(2,6-difluorophenyl)-5-methyl-3,4,7,9,12-pentazatricyclo[8.4.0.02,6]tetradeca-1(10),2(6),4,7,11,13-hexaene FC(CN1N=CC(=C1)C=1N=CC=2NC(=NC=3C(=NNC3C2C1)C)C1=C(C=CC=C1F)F)F